CC1=CC(=C(C=C1C)N1C=CC=C1)[N+](=O)[O-] 1-(4,5-dimethyl-2-nitrophenyl)-1H-pyrrole